F[C@@H]1[C@@H](C1)C(=O)O (1S,2S)-2-fluorocyclopropan-1-carboxylic acid